NC=1C2=C(N=CN1)N(C(=C2C2=CC=C(C=C2)OC2=CC=CC=C2)C#CC2CN(C2)C2C[C@H](N(CC2)C(C=C)=O)CO)C 1-((2S)-4-(3-((4-amino-7-methyl-5-(4-phenoxyphenyl)-7H-pyrrolo[2,3-d]pyrimidin-6-yl)ethynyl)azetidin-1-yl)-2-(hydroxymethyl)piperidin-1-yl)prop-2-en-1-one